6-[2-fluoro-4-hydroxy-3-(trifluoromethyl)phenyl]-5-methyl-4,5-dihydro-2H-pyridazin-3-one FC1=C(C=CC(=C1C(F)(F)F)O)C=1C(CC(NN1)=O)C